C(CCCC)OC1=C(C2=CC=CC=C2C=C1)S(=O)(=O)NCCNC(OC(C)(C)C)=O tert-butyl N-[2'-(2-pentoxynaphthalene-1-sulfonamido)ethyl]carbamate